C1(=CC=CC=C1)C1=C(C(=C(C=C1)O)CCC1=C(C=CC=C1)O)C1=CC=CC=C1.[Na] sodium diphenyl-dimethylenediphenol